1-chloro-4-(vinyl-2,2-d2)-benzene ClC1=CC=C(C=C1)C=C([2H])[2H]